(R,S,R)-N'-((3,5-dimethyl-1,2,3,5,6,7-hexa-hydrodicyclopenta[b,e]pyridin-8-yl)carbamoyl)-4-(2-hydroxypropan-2-yl)thiophene-2-sulfonimidamide C[C@H]1CCC=2C1=NC1=C(C2NC(=O)N=[S@](=O)(N)C=2SC=C(C2)C(C)(C)O)CC[C@H]1C